OC1=NNC=C1NC=1N=CC2=C(N1)N(C(C21CC1)=O)[C@H]1C[C@@H](CCC1)O 2'-((3-hydroxy-1H-pyrazol-4-yl)amino)-7'-((1R,3R)-3-hydroxycyclohexyl)spiro[cyclopropane-1,5'-pyrrolo[2,3-d]pyrimidin]-6'(7'H)-one